(2R,3R,4R,5R,6R)-5-Acetamido-2-(Acetoxymethyl)-6-((5-((2,5-Dioxopyrrolidin-1-yl)Oxy)-5-Oxopentyl)Oxy)Tetrahydro-2H-Pyran-3,4-diyl Diacetate C(C)(=O)O[C@H]1[C@H](O[C@H]([C@@H]([C@H]1OC(C)=O)NC(C)=O)OCCCCC(=O)ON1C(CCC1=O)=O)COC(C)=O